N-(4-methyl-3-(2-((tetrahydro-2H-pyran-4-yl)amino)-8,9-dihydroimidazo[1',2':1,6]pyrido[2,3-d]pyrimidin-6-yl)phenyl)-4-(trifluoromethyl)picolinamide CC1=C(C=C(C=C1)NC(C1=NC=CC(=C1)C(F)(F)F)=O)C1=CC2=C(N=C(N=C2)NC2CCOCC2)N2C1=NCC2